1,6-NAPHTHYRIDINE-4-CARBOXALDEHYDE N1=CC=C(C2=CN=CC=C12)C=O